5-hydroxy-2-methylpyridazin-3(2H)-one OC1=CC(N(N=C1)C)=O